(S)-(1-(5-chloro-2-ethoxybenzyl)piperidin-3-yl)methanamine difumarate C(\C=C\C(=O)O)(=O)O.C(\C=C\C(=O)O)(=O)O.ClC=1C=CC(=C(CN2C[C@@H](CCC2)CN)C1)OCC